CC=1C=CC=C2C=CC=CC12 8-methylnaphthalen